4-morpholineacetyl chloride N1(CCOCC1)CC(=O)Cl